benzyl (S)-5-oxopyrrolidine-2-carboxylate O=C1CC[C@H](N1)C(=O)OCC1=CC=CC=C1